4-(2,4-dichlorophenyl)-N-(1-methylpiperidin-3-yl)pyrido[3,4-d]pyridazin-1-amine ClC1=C(C=CC(=C1)Cl)C=1N=NC(=C2C1C=NC=C2)NC2CN(CCC2)C